(1e,4e)-1,5-di(phenyl)penta-1,4-dien-3-one C1(=CC=CC=C1)\C=C\C(\C=C\C1=CC=CC=C1)=O